(4-phenoxy)-phenylglycine O(C1=CC=CC=C1)C1=CC=C(C(N)C(=O)O)C=C1